C(CCC)S(=O)CC[C@@H](C(=O)OC)NC(=O)OC (2S)-methyl 4-(butylsulfinyl)-2-((methoxycarbonyl)amino)butanoate